N1(CCN(CC1)C(=O)O)C(=O)O piperazine-1,4-Diformic acid